CN1C(C=C(C(=C1)C=1C=NN(C1)C(C)C1=CC=CC=C1)OCC1=NN(C=C1)C)=O 1-methyl-4-((1-methyl-1H-pyrazol-3-yl)methoxy)-5-(1-(1-phenylethyl)-1H-pyrazol-4-yl)pyridin-2(1H)-one